4-(2,6-dichlorostyryl)-N-methylaniline ClC1=C(C=CC2=CC=C(NC)C=C2)C(=CC=C1)Cl